C1(=CC=C(C=C1)CC=O)C 2-(p-tolyl)-acetaldehyde